5-acrylamido-N-(4-(4-methylpiperazine-1-carbonyl)phenyl)-1H-pyrazolo[3,4-b]pyridine-3-carboxamide C(C=C)(=O)NC=1C=C2C(=NC1)NN=C2C(=O)NC2=CC=C(C=C2)C(=O)N2CCN(CC2)C